CC1=C(C(=CC=C1)C)N=C(C)C1=NC(=CC=C1)C(C)=NC1=C(C=CC=C1C)C 2,6-bis[1-(2,6-dimethylphenylimino)ethyl]pyridine